C(C)C1=C(C=CC=C1)C=1C=NC=2CCN(CC2C1)C=1C(=C(C=2N(N1)C(C=CN2)=O)C)C 7-(3-(2-ethylphenyl)-7,8-dihydro-1,6-naphthyridin-6(5H)-yl)-8,9-dimethyl-4H-pyrimido[1,2-b]pyridazin-4-one